methyl (S)-5-(3-aminoisoquinolin-4-yl)-2-((tert-butoxycarbonyl)amino)-pentanoate NC=1N=CC2=CC=CC=C2C1CCC[C@@H](C(=O)OC)NC(=O)OC(C)(C)C